Isooctyl alcohol sulfate S(=O)(=O)(O)OCCCCCC(C)C